(E)-(3,3-diethoxyprop-1-en-1-yl)benzene C(C)OC(/C=C/C1=CC=CC=C1)OCC